2-(methylsulfonyl)-6-(pyridin-2-yl)-7-(3,4,5-trifluorophenyl)imidazo[2,1-f][1,2,4]triazin-4(3H)-one CS(=O)(=O)C1=NN2C(C(N1)=O)=NC(=C2C2=CC(=C(C(=C2)F)F)F)C2=NC=CC=C2